3-(N,N-Dimethylmyristyl-ammonio)propanesulfonate C[N+](C)(CCCS(=O)(=O)[O-])CCCCCCCCCCCCCC